FC(C(=O)N1CCC2(CCN2C(=O)OC(C)(C)C)C1)F tert-butyl 7-(2,2-difluoroacetyl)-1,7-diazaspiro[3.4]octane-1-carboxylate